FC(OC1=CC2=C(N=C(S2)N2C([C@H]3[C@H]4C=C[C@@H]([C@H]3C2=O)C4)=O)C=C1)(F)F (1R,2S,6R,7S)-4-[6-(trifluoromethoxy)-1,3-benzothiazol-2-yl]-4-azatricyclo[5.2.1.02,6]dec-8-en-3,5-dione